C(C1=CC=CC=C1)OC=1C=C2C(=NC1C)N=C(N2C)C(=O)NC2(CCS(CC2)(=O)=O)C 6-(benzyloxy)-1,5-dimethyl-N-(4-methyl-1,1-dioxidotetrahydro-2H-thiopyran-4-yl)-1H-imidazo[4,5-b]pyridine-2-carboxamide